ClC=1C=CC(=C2C=NN(C(C12)=O)C)\C(=C\OC)\C1CC2(CN(C2)CCCC=2C=NN(C(C2)=O)C2OCCCC2)C1 8-chloro-5-[(E)-2-methoxy-1-[2-[3-(6-oxo-1-tetrahydropyran-2-yl-pyridazin-4-yl)propyl]-2-azaspiro[3.3]heptan-6-yl]vinyl]-2-methyl-phthalazin-1-one